tert-butyl (6-(5-((4-cyanophenyl)amino)-1H-indol-1-yl)pyridin-3-yl)carbamate C(#N)C1=CC=C(C=C1)NC=1C=C2C=CN(C2=CC1)C1=CC=C(C=N1)NC(OC(C)(C)C)=O